C(C1=CC=CC=C1)OC=1C(=CC2=C(NC[C@H]3N(C2=O)CC(C3)(F)F)C1)OC (S)-8-(benzyloxy)-2,2-difluoro-7-methoxy-1,2,3,10,11,11a-hexahydro-5H-benzo[e]pyrrolo[1,2-a][1,4]diazepin-5-one